7-(methylsulfonyl)-5-phenyl-[1,2,4]triazolo[4,3-c]pyrimidine-8-carbonitrile CS(=O)(=O)C1=C(C=2N(C(=N1)C1=CC=CC=C1)C=NN2)C#N